O=C1N(C(C2=CC=CC=C12)=O)CCCC1CC(C1)C(=O)O 3-[3-(1,3-dioxo-1,3-dihydro-isoindol-2-yl)-propyl]-cyclobutanecarboxylic acid